C(=CCCCCCCCCCCCCCCCC)N1C(=C(C(C2=C(C=C(C=C12)O)O)=O)O)C1=CC(=C(C=C1)O)O N-octadecenyl-2-(3,4-dihydroxyphenyl)-3,5,7-trihydroxyquinolin-4-one